6-(5-bromofurfurylamino)-9-β-D-arabinofuranosylpurine BrC1=CC=C(CNC2=C3N=CN(C3=NC=N2)[C@H]2[C@@H](O)[C@H](O)[C@H](O2)CO)O1